1,1'-(heptane-3,3-diylbis(sulfanediyl))bis(hex-5-en-3-one) CCC(CCCC)(SCCC(CC=C)=O)SCCC(CC=C)=O